C(C)(C)(C)OC(=O)C1=C(N=C(S1)C1=CC(=NO1)C)C 4-methyl-2-(3-methylisoxazol-5-yl)thiazole-5-carboxylic acid tert-butyl ester